CC1(N2C(C3=CC=CC=C3C1)=NNC2=S)C 5,5-dimethyl-5,6-dihydro-[1,2,4]triazolo[3,4-a]isoquinoline-3(2H)-thione